CS(=O)(=O)OCC1=CC(=NO1)C1=C(C=CC=C1)F (3-(2-fluorophenyl)isoxazol-5-yl)methyl methanesulfonate